4-(2-chlorophenyl)-6-(trifluoromethyl)-3H-pyrido[1,2-c]pyrimidin-3-one ClC1=C(C=CC=C1)C1=C2N(C=NC1=O)C=CC(=C2)C(F)(F)F